C(C)N(S(=O)(=O)C1CCOCC1)[C@H](C(F)(F)F)C1=CC=C(C=C1)OC (S)-N-Ethyl-N-(2,2,2-trifluoro-1-(4-methoxyphenyl)ethyl)tetrahydro-2H-pyran-4-sulfonamide